C1(CC1)C=1N=NN(C1CO[C@H]1[C@@H]2CN([C@H](C1)C2)C=2SC1=C(N2)C(=CC(=C1)C(=O)O)O[C@H]1COCC1)C1=C(C=CC=C1Cl)Cl 2-[(1S,4S,5R)-5-[[4-cyclopropyl-1-(2,6-dichlorophenyl)-1H-1,2,3-triazol-5-yl]methoxy]-2-azabicyclo[2.2.1]heptan-2-yl]-4-[(3R)-oxolan-3-yloxy]-1,3-benzothiazole-6-carboxylic acid